COC=1N([C@H]2[C@H](OC)[C@H](O)[C@@H](CO)O2)C=2N=CN=C(C2N1)N 8-methoxy-2'-O-methyladenosine